racemic-threonine methyl ester hydrochloride Cl.COC([C@@H](N)[C@H](O)C)=O |r|